tert-Butyl 2-(2-(3-aminoquinolin-4-ylamino)ethoxy)ethylcarbamate NC=1C=NC2=CC=CC=C2C1NCCOCCNC(OC(C)(C)C)=O